1H-pyrazol-4-ol dihydrochloride Cl.Cl.N1N=CC(=C1)O